N-(3,4-difluorophenyl)-N-{4-[2-(2,3-dimethylphenyl)acetamido]pyridin-2-yl}acetamide FC=1C=C(C=CC1F)N(C(C)=O)C1=NC=CC(=C1)NC(CC1=C(C(=CC=C1)C)C)=O